1-(3,5-dimethylphenyl)-5-(4-fluorophenyl)isoquinoline CC=1C=C(C=C(C1)C)C1=NC=CC2=C(C=CC=C12)C1=CC=C(C=C1)F